C(N)(OC)=O.C(N)(OC)=O dimethyl biscarbamate